C(C1=CC=CC=C1)N1C[C@]2([C@@H](CC1)C(NC2)=O)O cis-5-benzyl-3a-hydroxyoctahydro-1H-pyrrolo[3,4-c]pyridin-1-one